C(C)(C)(C)OC(=O)N(C=1SC(=C(N1)C(=O)OCC)C[C@@H](COC1=C(C=C(C=C1)I)F)C)C ethyl 2-{[(tert-butoxy)carbonyl](methyl)amino}-5-[(2S)-3-(2-fluoro-4-iodophenoxy)-2-methylpropyl]-1,3-thiazole-4-carboxylate